C(C)(=O)C([C@@H]1[C@H]([C@H]([C@@H](O1)N1C(=O)NC(=O)C=C1)O)O)O 5'-acetyluridine